N1N=NC(=C1)CCOC(C(=O)N1CC=2N=C(N=CC2C1)NC1CC2=CC=CC=C2C1)C (2-(1H-1,2,3-triazol-4-yl)ethoxy)-1-(2-((2,3-dihydro-1H-inden-2-yl)amino)-5,7-dihydro-6H-pyrrolo[3,4-d]pyrimidin-6-yl)propan-1-one